OC1=CC=C(C=C1)CCC(C(=O)N)I β-4-hydroxyphenyl-ethyl-iodoacetamide